(E)-N1-(Dimethylamino)methylene-N4-(thiazol-2-yl)fumaramide CN(C)C=NC(\C=C\C(=O)NC=1SC=CN1)=O